ethyl-(diphenyl)sulfonium C(C)[S+](C1=CC=CC=C1)C1=CC=CC=C1